(6-((tetrahydro-2H-pyran-4-yl)amino)pyrimidin-4-yl)methanone O1CCC(CC1)NC1=CC(=NC=N1)C=O